methyl (S)-2-amino-3-(8-bromo-3-fluoroquinolin-5-yl)propanoate hydrochloride Cl.N[C@H](C(=O)OC)CC1=C2C=C(C=NC2=C(C=C1)Br)F